C(C1=CC=CC=C1)N(C=1C(=C2C(=CC1)COCC21CC=2N=C(N=C(C2CO1)N1CCOCCC1)SC)Br)CC1=CC=CC=C1 N,N-dibenzyl-5-bromo-2'-(methylthio)-4'-(1,4-oxazepan-4-yl)-5',8'-dihydrospiro[isochromane-4,7'-pyrano[4,3-d]pyrimidin]-6-amine